C1(CC1)NC(=O)C1=C(N(C(C(=C1OC=1C=CC2=C(NS(NC2)(=O)=O)C1)C)=O)C)NC1=C(C=C(C=C1)I)F N-cyclopropyl-4-((2,2-dioxido-3,4-dihydro-1H-benzo[c][1,2,6]thiadiazin-7-yl)oxy)-2-((2-fluoro-4-iodophenyl)amino)-1,5-dimethyl-6-oxo-1,6-dihydropyridine-3-carboxamide